C1(=CC=CC=2C(=CC=CC12)N)N 1,5-Naphthalindiamin